ClC=1C=C(CC=2C=C(SC2)C=O)C=CC1 4-(3-chlorobenzyl)thiophene-2-carbaldehyde